CC1=C(OCC(=O)O)C=CC(=C1)SC1=CC(=C(C=C1)OCC1=CC=C(C=C1)C(F)(F)F)C 2-[2-methyl-4-[[3-methyl-4-[[4-(trifluoromethyl)phenyl]methoxy]phenyl]thio]phenoxy]-acetic acid